(R)-4,4,4-trifluoro-1-(2,4,5-trifluorophenyl)butan-2-amine FC(C[C@@H](CC1=C(C=C(C(=C1)F)F)F)N)(F)F